[K+].OC1=C(C=C(C2=CC=CC=C12)N=NC1=CC=C(C=C1)S(=O)(=O)CCO)S(=O)(=O)[O-] 1-Hydroxy-4-[4-(2-hydroxyethylsulfonyl)phenylazo]naphthalene-2-sulfonic acid potassium salt